NC1=C(C(NC2=C(C=CC=C12)C1=NC(=CC=C1)C(F)F)=O)C(=O)NCCC 4-amino-8-[6-(difluoromethyl)-2-pyridinyl]-2-oxo-N-propyl-1H-quinoline-3-carboxamide